trans-[1-methyl-3-(trifluoromethyl)cyclobutyl]methanol CC1(CC(C1)C(F)(F)F)CO